(azetidin-1-yl)-2-(4-(8-chloro-7-((2-methyl-1H-benzo[d]imidazol-6-yl)oxy)quinoxalin-2-yl)-1H-pyrazol-1-yl)ethanone tert-butyl-(6-fluoro-1H-indol-4-yl)(1-methylpiperidin-4-yl)carbamate C(C)(C)(C)OC(N(C1CCN(CC1)C)C1=C2C=CNC2=CC(=C1)F)=O.N1(CCC1)C(CN1N=CC(=C1)C1=NC2=C(C(=CC=C2N=C1)OC=1C=CC2=C(NC(=N2)C)C1)Cl)=O